C(C)OC(=O)C1CCN(CC1)C1=NC2=CC=CC=C2C(=N1)NC1=NNC(=C1)C 1-(4-((5-methyl-1H-pyrazol-3-yl)amino)quinazolin-2-yl)piperidine-4-carboxylic acid ethyl ester